1,2-bis(triethoxysilyl)propane C(C)O[Si](CC(C)[Si](OCC)(OCC)OCC)(OCC)OCC